thidiazirin S1N=N1